F[C@H]1CN(CC1)CCC=1C(=CC(N(C1)C(C(=O)OCC)CC(C)C)=O)C ethyl 2-(5-(2-((R)-3-fluoropyrrolidin-1-yl)ethyl)-4-methyl-2-oxopyridin-1(2H)-yl)-4-methylpentanoate